(R)-N-(2-fluoro-6-methyl-4-(N-(1-(piperidin-4-yl)eth-yl)sulfamoyl)phenyl)-2-methylbenzamide hydrochloride Cl.FC1=C(C(=CC(=C1)S(N[C@H](C)C1CCNCC1)(=O)=O)C)NC(C1=C(C=CC=C1)C)=O